2,5-dimethyl-6-[(methoxy)carbonyl]-3-{[(3-formyl-2,4-dihydroxy-6-methylphenyl)carbonyl]oxy}phenolate CC1=C(C(=C(C=C1OC(=O)C1=C(C(=C(C=C1C)O)C=O)O)C)C(=O)OC)[O-]